NC1(CCN(CC1)C1=CC=C(C=N1)C=1C=2N(C=C(C1)OCC)N=CC2C#N)CN2CCOCC2 4-(6-(4-amino-4-(morpholinomethyl)piperidin-1-yl)pyridin-3-yl)-6-ethoxypyrazolo[1,5-a]pyridine-3-carbonitrile